molybdenum di(nonylphenyl) sulfide C(CCCCCCCC)C1=C(C=CC=C1)SC1=C(C=CC=C1)CCCCCCCCC.[Mo]